ClC1=NC=CC2=C1N=C(NC2=O)C2=CC(=CC=C2)I 8-chloro-2-(3-iodophenyl)pyrido[3,4-D]Pyrimidin-4(3H)-one